5-Chloro-4-(6-(cyclobutylmethoxy)pyridin-3-yl)-2-fluoroaniline ClC=1C(=CC(=C(N)C1)F)C=1C=NC(=CC1)OCC1CCC1